N,N-dimethylphenylacetamid CN(C(CC1=CC=CC=C1)=O)C